ClC1=C(C=CC=C1)C(CN1N=CN=N1)=O 1-(2-chlorophenyl)-2-(2H-tetrazol-2-yl)ethanone